methyl 4-bromo-2-chloro-6-fluorobenzoate BrC1=CC(=C(C(=O)OC)C(=C1)F)Cl